FC=1C=C(COC=2C=NC(=NC2)N2C[C@@H](CC2)O)C=CC1 (R)-1-(5-((3-fluorobenzyl)oxy)pyrimidin-2-yl)pyrrolidin-3-ol